dodecanedioic acid dodecanediamine salt C(CCCCCCCCCCC)(N)N.C(CCCCCCCCCCC(=O)O)(=O)O